bromo-4-chloro-N-ethyl-N-methyl-1H-pyrrolo[2,3-b]pyridine-3-carboxamide BrN1C=C(C=2C1=NC=CC2Cl)C(=O)N(C)CC